ClC=1C=CC(=C(C1)C1=CC(N(C=C1OC)[C@H](C(=O)NC1=CC=C(C(=O)O)C=C1)CC1=CC=CC=C1)=O)N1N=NN=C1 (S)-4-(2-(4-(5-chloro-2-(1H-tetrazol-1-yl)phenyl)-5-methoxy-2-oxopyridin-1(2H)-yl)-3-phenylpropionamido)benzoic acid